tert-butyl ((1-((3-((5-ethyl-2-methoxyphenyl) sulfonamido)-4-methoxy benzo[d]isoxazol-6-yl)methyl)-1H-pyrazol-4-yl)methyl)carbamate C(C)C=1C=CC(=C(C1)S(=O)(=O)NC1=NOC2=C1C(=CC(=C2)CN2N=CC(=C2)CNC(OC(C)(C)C)=O)OC)OC